C1CCN(CC1)CCC(C2=CC=CC=C2)(C3=CC=CC=C3)O The molecule is a piperidine substituted at position 1 by a 3-hydroxy-3,3-diphenylpropyl group. It has a role as a muscle relaxant and an antiparkinson drug. It is a tertiary alcohol and a member of piperidines.